7-phenyl-7,13-dihydroindolo[2',3':4,5]thieno[2,3-a]carbazole C1(=CC=CC=C1)N1C=2C=CC=CC2C2=C1C1=C(C=3NC=4C=CC=CC4C3C=C1)S2